[C-]1(C=CC=C1)C(=O)OC(C)OC(C=C)=O.[CH-]1C=CC=C1.[Fe+2] 1-(acryloyloxy)ethyl ferrocenecarboxylate